7-hydroxy-6,8-diiodo-3,4-dihydro-1H-isoquinoline-3-carboxylic acid OC1=C(C=C2CC(NCC2=C1I)C(=O)O)I